O=C1N(CCC1)C12CC(C1)(C2)N2C(N1[C@@H](CNCC1)C2)=O (S)-2-(3-(2-oxopyrrolidin-1-yl)bicyclo[1.1.1]pentan-1-yl)hexahydroimidazo[1,5-a]pyrazin-3(2H)-one